C(C)C=1C(=CC(=C2NC(C=3N(C12)C(=NN3)C)(C)C)F)C3=C1C=CNC1=CC(=C3)F 4-(9-Ethyl-6-fluoro-1,4,4-trimethyl-5H-[1,2,4]triazolo[4,3-a]quinoxalin-8-yl)-6-fluoro-1H-indol